5-(1-(tert-butoxycarbonyl)piperidin-4-yl)-3-isopropyl-1H-indole-1-carboxylic acid tert-butyl ester C(C)(C)(C)OC(=O)N1C=C(C2=CC(=CC=C12)C1CCN(CC1)C(=O)OC(C)(C)C)C(C)C